ClC1=CC=C(C=C1)C1=C(CCC(C1)(C)C)CN1C2CN(C(C1)CC2)CC=2C=C1CN(C(C1=CC2)=O)C2C(NC(CC2)=O)=O 3-(5-((5-((4'-chloro-5,5-dimethyl-3,4,5,6-tetrahydro-[1,1'-biphenyl]-2-yl)methyl)-2,5-diazabicyclo[2.2.2]octane-2-yl)methyl)-1-oxoisoindolin-2-yl)piperidine-2,6-dione